FC(C1=C(C=CC(=C1)C(F)(F)F)[C@H](C)N1N=CC(=C1)NC(=O)C1=CN=C(S1)C1=NC=CC=C1)(F)F (S)-N-(1-(1-(2,4-bis(trifluoromethyl)phenyl)ethyl)-1H-pyrazol-4-yl)-2-(pyridin-2-yl)thiazole-5-carboxamide